ClC=1C(=NC(=NC1)NC1=C(C=C(C(=C1)Cl)N1CCC2(CC(C2)N(C)C)CC1)OC)NC1=C(C=C(C(=C1)C)C)P(C)(C)=O (2-((5-Chloro-2-((5-Chloro-4-(2-(dimethylamino)-7-azaspiro[3.5]nonan-7-yl)-2-methoxyphenyl)amino)pyrimidin-4-yl)amino)-4,5-dimethylphenyl)dimethylphosphine oxide